3-hydroxyl-(8-aza-bicyclo[3.2.1]oct-8-yl)-[5-(1h-pyrazol-4-yl)-thiophen-3-yl]-methanone OC1(CSC(=C1)C=1C=NNC1)C(=O)N1C2CCCC1CC2